methyl (4-bromo-6,7-dihydro-5H-cyclopenta[b]pyridin-7-yl)carbamate BrC1=C2C(=NC=C1)C(CC2)NC(OC)=O